FC=1C=C(C=C2C(=NC(=NC12)C(C)(C)O)C(C)C)B1OC(C(O1)(C)C)(C)C 2-(8-fluoro-4-isopropyl-6-(4,4,5,5-tetramethyl-1,3,2-dioxaborolan-2-yl)quinazolin-2-yl)propan-2-ol